ClC=1C(=C(C(=C(C=O)C1)O)C)C(C)(C)C 5-chloro-4-tert-butyl-3-methyl-2-hydroxybenzaldehyde